N1(N=CC=C1)CC=1C=CC(=NC1OC)C(=O)NS(=O)(=O)C1=C(C=CC(=C1)C(C)(CC)O)OC 5-((1H-pyrazol-1-yl)methyl)-N-((5-(2-hydroxybutan-2-yl)-2-methoxyphenyl)sulfonyl)-6-methoxypicolinamide